O1C(=CC2=C1C=CC=C2)C(=O)N[C@H](C(=O)NC=2C(N(C=CC2)CC(=O)NC2C1CCCC2CC1)=O)CCC(C(=O)NC)=O (2S)-2-(benzofuran-2-carboxamido)-N1-(1-(2-(bicyclo[3.2.1]octan-8-ylamino)-2-oxoethyl)-2-oxo-1,2-dihydropyridin-3-yl)-N6-methyl-5-oxohexanediamide